[N+](=O)([O-])C1=C(C=NC=C1)C#CC(=O)OCC ethyl 3-(4-nitropyridin-3-yl)propiolate